C(C)C(CSC=1SC=CC1)CCCC 2-(2-ethylhexyl-thio)thiophene